C(C)OC1=C(C=CC(=C1)S(=O)(=O)C)NCC#CC=1N(C2=CC=CC(=C2C1)NC1CCC(CC1)N(C)C)CC(F)(F)F (1R,4R)-N4-(2-{3-[(2-ethoxy-4-methanesulfonylphenyl)amino]prop-1-yn-1-yl}-1-(2,2,2-trifluoroethyl)-1H-indol-4-yl)-N1,N1-dimethylcyclohexane-1,4-diamine